OCC(N)(CO)CO.P(O)(=O)(OP(=O)(O)O)OC[C@@H]1[C@H]([C@H]([C@@H](O1)N1C(=O)NC(=O)C=C1)O)O uridine 5'-diphosphate tris-hydroxymethyl-aminomethane salt